[Cl-].[Cl-].ClC=1C=C(C=CC1)C(=[Zr+2](C1=C(C(=CC=2C3=CC(=C(C=C3CC12)C1=CC=CC=C1)C(C)(C)C)C(C)(C)C)C1=CC=CC=C1)C1C=CC=C1)C1=CC(=CC=C1)Cl Bis(m-chlorophenyl)methylene(cyclopentadienyl)(2,7-diphenyl-3,6-di-t-butylfluorenyl)zirconium dichloride